[Na].SC(CS(=O)(=O)O)CS 2,3-dimercapto-1-propanesulfonic acid sodium